nonylcatechol C(CCCCCCCC)C1=C(C(O)=CC=C1)O